S1C(=CC2=C1C=CC=C2)C2(CCCCC2)N2CCCCC2 1-(1-(1-benzothien-2-yl)cyclohexyl)piperidine